ClC1=CC=C(C=C1)C1=C(N=C(N1)C1=CC=C(C=C1)OC1=CC=CC=C1)C 5-(4-chlorophenyl)-4-methyl-2-(4-phenoxyphenyl)-1H-imidazole